ClC1=C(C=CC(=C1)C(F)(F)F)NC(=O)NC1=CC(=C(C=C1)OC)C=1N(N=CC1)C(C)C 1-(2-Chloro-4-trifluoromethylphenyl)-3-[3-(2-isopropyl-2H-pyrazol-3-yl)-4-methoxyphenyl]-urea